N-(2-((tert-butyldimethylsilyl)oxy)ethyl)aniline [Si](C)(C)(C(C)(C)C)OCCNC1=CC=CC=C1